CO\N=C\C1=C(C(=C(C(=C1O)C\C=C(\C=C\[C@@]1([C@H](/C(/CC[C@H]1C)=N/OCCN1CCOCC1)C)C)/C)OC)Cl)C (E)-3-chloro-6-hydroxy-4-methoxy-2-methyl-5-((2E,4E)-3-methyl-5-((1R,2R,6R,E)-1,2,6-trimethyl-3-(2-morpholinoethoxyimino)cyclohexyl)penta-2,4-dien-1-yl)benzaldehyde O-methyloxime